1-(4-hydroxy-3,5-dimethoxyphenyl)-2-(2-methoxyphenoxy)propane-1,3-diol OC1=C(C=C(C=C1OC)C(C(CO)OC1=C(C=CC=C1)OC)O)OC